2-fluoro-N-(6-(5-fluoro-2-(hydroxymethyl)-3-methylphenyl)imidazo[1,2-a]pyridin-2-yl)cyclopropane-1-carboxamide FC1C(C1)C(=O)NC=1N=C2N(C=C(C=C2)C2=C(C(=CC(=C2)F)C)CO)C1